N[C@H]1[C@@H](COCC1)C1=C(C2=NC(=CC(=C2S1)NCC=1OC=CC1)Cl)Cl 2-((3S,4R)-4-aminotetrahydro-2H-pyran-3-yl)-3,5-dichloro-N-(furan-2-ylmethyl)thieno[3,2-b]pyridin-7-amine